O=C1NC(CCC1C=1C=CC(=NC1)CN1CCC(CC1)C=1OC2=C(N1)C=C(C(=C2)NC(C2=CN=C(C=C2)C(F)(F)F)=O)C(C)(C)O)=O N-(2-(1-((5-(2,6-dioxopiperidin-3-yl)pyridin-2-yl)methyl)piperidin-4-yl)-5-(2-hydroxypropan-2-yl)benzo[d]oxazol-6-yl)-6-(trifluoromethyl)nicotinamide